CC(=CCC[C@@](C)([C@H]1CC[C@@]2([C@@H]1[C@@H](C[C@H]3[C@]2(C[C@@H]([C@@H]4[C@@]3(CC[C@@H](C4(C)C)O)C)O[C@H]5[C@@H]([C@H]([C@@H]([C@H](O5)CO)O)O)O)C)O)C)O[C@H]6[C@@H]([C@H]([C@@H]([C@H](O6)CO)O)O)O)C The molecule is a ginsenoside found in Panax ginseng and Panax japonicus var. major that is dammarane which is substituted by hydroxy groups at the 3beta, 6alpha, 12beta and 20 pro-S positions, in which the hydroxy groups at positions 6 and 20 have been converted to the corresponding beta-D-glucopyranosides, and in which a double bond has been introduced at the 24-25 position. It has a role as a neuroprotective agent and a pro-angiogenic agent. It is a 12beta-hydroxy steroid, a beta-D-glucoside, a tetracyclic triterpenoid, a ginsenoside and a 3beta-hydroxy-4,4-dimethylsteroid. It derives from a hydride of a dammarane.